ClC=1C(=C(C(=CC1)N1N=NN=C1)C1=CC(N2[C@@H](CC[C@]2(C1)[2H])C=1NC(=CN1)C1=C(C(=NC=C1)C(=O)O)F)=O)F 4-(2-((3S,8aS)-7-(3-chloro-2-fluoro-6-(1H-tetrazol-1-yl)phenyl)-5-oxo-1,2,3,5,8,8a-hexahydroindolizin-3-yl-8a-d)-1H-imidazol-5-yl)-3-fluoropicolinic acid